(1r,4r)-4-((((5-(3-bromo-2-chlorophenyl)-3-methoxypyrazin-2-yl)methyl)amino)methyl)cyclohexane-1-carboxylic acid methyl ester COC(=O)C1CCC(CC1)CNCC1=NC=C(N=C1OC)C1=C(C(=CC=C1)Br)Cl